Cerium Copper [Cu].[Ce]